NC1=C(C=2C=C(C=3C=CC=NC3C2N1C1=C(C(=CC=C1C)OC)C)C)C#N 2-amino-1-(3-methoxy-2,6-dimethylphenyl)-5-methylpyrrolo[3,2-h]quinoline-3-carbonitrile